hydrogen N'-[3-(dimethylamino)propyl]propanimidamide chloride [Cl-].CN(CCCN=C(CC)N)C